5-(3-Methyl-1H-pyrazolo[3,4-c]pyridin-5-yl)-8-oxa-5-azaspiro[3.5]nonane CC1=NNC2=CN=C(C=C21)N2C1(CCC1)COCC2